ethyl (4r,4'r)-2-(4,6-dimethoxypyrimidine-5-carboxamido)-7-isopropylspiro[chromeno[4,3-d]thiazole-4,1'-cyclohexane]-4'-carboxylate COC1=NC=NC(=C1C(=O)NC=1SC2=C(N1)C=1C=CC(=CC1OC21CCC(CC1)C(=O)OCC)C(C)C)OC